C(OC1=NC=CC=C1)(OC1(COC1)C(F)(F)F)=O pyridin-2-yl (3-(trifluoromethyl)oxetan-3-yl) carbonate